C1(=CC=CC=C1)C=1C=CC(=NC1)C1=CC=C(C(=O)O)C=C1 4-(5-phenylpyridin-2-yl)benzoic acid